ClC1=NC=CC(=C1)CCC(C(=O)OC)(C)C methyl 4-(2-chloro-4-pyridyl)-2,2-dimethyl-butanoate